methyl N-[2-[[[1-(4-chlorophenyl)-1H-pyrazol-3-yl] oxy] methyl] phenyl]-N-methoxycarbamate ClC1=CC=C(C=C1)N1N=C(C=C1)OCC1=C(C=CC=C1)N(C(OC)=O)OC